BrC=1C=2OCC(N3CC(C(C(=CC1F)C32)=O)CN([C@@H]3CN(CCC3)C=3C=NC(=CC3)[N+](=O)[O-])CC3=CC(=NC=C3)OC)C 6-bromo-7-fluoro-11-[[(2-methoxy-4-pyridyl)methyl-[(3S)-1-(6-nitro-3-pyridyl)-3-piperidyl]amino]methyl]-2-methyl-4-oxa-1-azatricyclo[7.3.1.05,13]trideca-5(13),6,8-trien-10-one